(±)-trans-1,2-cyclopropanedicarboxylic acid dimethyl ester COC(=O)[C@H]1[C@@H](C1)C(=O)OC |r|